(4-(4-(4-((4-(4-chloro-7,7-dimethyl-5-oxo-5,7-dihydroindolo[1,2-a]quinazolin-10-yl)piperidin-1-yl)methyl)-1H-1,2,3-triazol-1-yl)piperidin-1-yl)-2,6-difluorophenyl)piperidine-2,6-dione ClC=1C=2C(N=C3N(C2C=CC1)C1=CC(=CC=C1C3(C)C)C3CCN(CC3)CC=3N=NN(C3)C3CCN(CC3)C3=CC(=C(C(=C3)F)N3C(CCCC3=O)=O)F)=O